Cl.FC(OC1=CC=C(C=N1)C(N)=N)(F)F 6-(trifluoromethoxy)pyridine-3-carboximidamide hydrogen chloride